CN(C)CC1=CC(=C(C(=C1)OC)S)OC 4-[(dimethylamino)methyl]-2,6-dimethoxy-benzenethiol